C(C)(C)(C)OC(=O)N1C=CC2=CC=C(C=C12)C1C(C(N(CC1)C(=O)OC(C)(C)C)C)C(=O)OCC (+/-)-tert-Butyl 3-ethyl (trans,trans)-4-[1-[(tert-butoxy)carbonyl]-1H-indol-6-yl]-2-methylpiperidine-1,3-dicarboxylate